N-(2-(1-(4-(2,4-dioxotetrahydropyrimidin-1(2H)-yl)benzyl)piperidin-4-yl)-6-(2-hydroxypropan-2-yl)-2H-indazol-5-yl)-6-(trifluoromethyl)nicotinamide O=C1N(CCC(N1)=O)C1=CC=C(CN2CCC(CC2)N2N=C3C=C(C(=CC3=C2)NC(C2=CN=C(C=C2)C(F)(F)F)=O)C(C)(C)O)C=C1